C1(=CC=CC=C1)C1=NC(=NC(=C1)C1=CC=CC=C1)C=1C=C(C=C(C1)N1C2=CC=CC=C2C=2C=C(C=CC12)C1=CC=C(C=C1)C)N1C2=CC=CC=C2C=2C=C(C=CC12)C1=CC=C(C=C1)C 9,9'-(5-(4,6-diphenylpyrimidin-2-yl)-1,3-phenylene)bis(3-(p-tolyl)-9H-carbazole)